FC1=C(C=C(C#N)C=C1)S(=O)(=O)N1CCC2(CC(CO2)N2CCCCC2)CC1 4-Fluoro-3-((3-(piperidin-1-yl)-1-oxa-8-azaspiro[4.5]decan-8-yl)sulfonyl)benzonitrile